CN(C[C@@H](C)OC1=C2C(=NC=NC2=CC(=C1)N1[C@H](COCC1)CO)NC=1C(=C2C=CC=NC2=CC1)F)C ((S)-4-(5-(((R)-1-(dimethylamino)propan-2-yl)oxy)-4-((5-fluoroquinolin-6-yl)amino)quinazolin-7-yl)morpholin-3-yl)methanol